O=C1NC(CCC1C1=CC=C(C=C1)C1CCN(CC1)C1CCN(CC1)CCCCN1CCC(CC1)C1=C2C(N(C(C2=CC=C1)=O)[C@H](CS(=O)(=O)C)C1=CC(=C(C=C1)OC)OCC)=O)=O 4-(1-(4-(4-(4-(2,6-dioxopiperidin-3-yl)phenyl)-[1,4'-bipiperidin]-1'-yl)butyl)-piperidin-4-yl)-2-((S)-1-(3-ethoxy-4-methoxyphenyl)-2-(methylsulfonyl)ethyl)isoindoline-1,3-dione